N1(C=NC=C1)CC1=CC=C(C=C1)C1=NOC(=N1)C(F)(F)F 3-[4-(imidazol-1-ylmethyl)phenyl]-5-(trifluoromethyl)-1,2,4-oxadiazole